4-(((R)-1-cyanoethyl)amino)-6-(3-cyanopyrrolo[1,2-b]pyridazin-7-yl)-N-((R)-2-fluoro-3-hydroxy-3-methylbutyl)nicotinamide hemi-L-tartrate salt C(=O)(O)[C@H](O)[C@@H](O)C(=O)O.C(#N)[C@@H](C)NC1=CC(=NC=C1C(=O)NC[C@H](C(C)(C)O)F)C1=CC=C2N1N=CC(=C2)C#N.C(#N)[C@@H](C)NC2=CC(=NC=C2C(=O)NC[C@H](C(C)(O)C)F)C2=CC=C1N2N=CC(=C1)C#N